(S)-2-amino-6-((tert-Butoxycarbonyl)amino)hexanoic acid N[C@H](C(=O)O)CCCCNC(=O)OC(C)(C)C